Racemic-(RS)-6-(1-(difluoromethyl)-1H-pyrazol-4-yl)-2,2-difluoro-7-((5-methoxy-7-methyl-1H-indol-4-yl)methyl)-7-azaspiro[3.5]nonane FC(N1N=CC(=C1)[C@H]1CC2(CC(C2)(F)F)CCN1CC1=C2C=CNC2=C(C=C1OC)C)F |r|